COC1=CC=C(C=N1)/C=C/C(=O)OCC (E)-ethyl 3-(6-methoxypyridin-3-yl)acrylate